(5r,8s)-N-(2-chloro-3-(trifluoromethyl)benzyl)-5-fluoro-8-hydroxy-5,6,7,8-tetrahydroquinoline-5-carboxamide ClC1=C(CNC(=O)[C@@]2(C=3C=CC=NC3[C@H](CC2)O)F)C=CC=C1C(F)(F)F